(1r,4r)-4-((5-(1-(2,2-Difluoroethyl)-1H-benzo[d][1,2,3]triazol-6-yl)-4-methoxypyrrolo[2,1-f][1,2,4]triazin-2-yl)amino)-1-methylcyclohexan-1-ol FC(CN1N=NC2=C1C=C(C=C2)C=2C=CN1N=C(N=C(C12)OC)NC1CCC(CC1)(O)C)F